2-(4-(3-isopropyl-2-(7-methyl-[1,2,3]triazolo[1,5-a]pyridin-5-yl)-1H-indol-5-yl)piperidin-1-yl)acetamide C(C)(C)C1=C(NC2=CC=C(C=C12)C1CCN(CC1)CC(=O)N)C1=CC=2N(C(=C1)C)N=NC2